3-(1-(triisopropylsilyl)-1H-pyrrol-3-yl)benzaldehyde C(C)(C)[Si](N1C=C(C=C1)C=1C=C(C=O)C=CC1)(C(C)C)C(C)C